FC1=C2C=C(NC2=CC=C1F)C(=O)N[C@H](C(=O)NC=1C(N(C=CC1)CC(=O)NC1C2CC3CC(CC1C3)C2)=O)CCC(C(=O)NCC)=O (S)-2-(4,5-Difluoro-1H-indol-2-carboxamido)-N6-ethyl-N1-(1-(2-(2-adamantylamino)-2-oxoethyl)-2-oxo-1,2-dihydropyridin-3-yl)-5-oxohexandiamid